ClC1=CC=C(C(=N1)C1=NN=C(N1C)C1=C(C=CC=C1F)F)F 6-chloro-2-(5-(2,6-difluorophenyl)-4-methyl-4H-1,2,4-triazol-3-yl)-3-fluoropyridine